N-ethyl-5-(ethylsulfonyl)-6-[7-methyl-3-(pentafluoroethyl)-7H-imidazo[4,5-c]-pyridazin-6-yl]pyridine-2-carboxamide C(C)NC(=O)C1=NC(=C(C=C1)S(=O)(=O)CC)C1=NC2=C(N=NC(=C2)C(C(F)(F)F)(F)F)N1C